OCC1CCC(CC1)N1C(C2=CC(=C(C=C2C1)OC)[N+](=O)[O-])=O 2-[4-(hydroxymethyl)cyclohexyl]-5-methoxy-6-nitro-isoindolin-1-one